tert-butyl (S)-4-(2-(4-(4-((2-((2-methylpyrrolidin-1-yl)methyl)-1H-benzo[d]imidazol-5-yl)carbamoyl)phenyl)-1H-pyrazol-1-yl)ethyl)piperidine-1-carboxylate C[C@@H]1N(CCC1)CC1=NC2=C(N1)C=CC(=C2)NC(=O)C2=CC=C(C=C2)C=2C=NN(C2)CCC2CCN(CC2)C(=O)OC(C)(C)C